NC1=NC=NN2C1=C(C=C2C=2C=C(C(=NC2)OC)C(=O)NC2CN(CC2F)CC2=C(C=CC=C2)C#N)C(F)(F)F 5-[4-amino-5-(trifluoromethyl)pyrrolo[2,1-f][1,2,4]triazin-7-yl]-N-{1-[(2-cyanophenyl)methyl]-4-fluoropyrrolidin-3-yl}-2-methoxypyridine-3-carboxamide